ClC1(CCCCCCCCCCC(CCCCCC(=O)OOC(CCCCCC2C(C(CCCCCCCCCC2)(Cl)Cl)(Cl)Cl)=O)C1(Cl)Cl)Cl di(tetrachloroundecanooctanoyl) peroxide